(S)-3-(((2-((2-chloro-3-(3'-chloro-6-methoxy-5-((((5-oxopyrrolidin-2-yl)methyl)amino)methyl)-[2,4'-bipyridin]-2'-yl)phenyl)amino)-3-fluoropyridin-4-yl)methyl)amino)propanoic acid ClC1=C(C=CC=C1C1=NC=CC(=C1Cl)C1=NC(=C(C=C1)CNC[C@H]1NC(CC1)=O)OC)NC1=NC=CC(=C1F)CNCCC(=O)O